bromoalanine BrN[C@@H](C)C(=O)O